silver(I) trifluoromethanesulphonate FC(S(=O)(=O)[O-])(F)F.[Ag+]